ethyl 2-[(2S,3R)-3-[tert-butyl (dimethyl) silyl] oxy-2-(cyclopentoxy)-3-(4-formyl-3-methoxy-phenyl) propyl]-6-methoxy-1,3-benzothiazole-4-carboxylate [Si](C)(C)(C(C)(C)C)O[C@@H]([C@H](CC=1SC=2C(N1)=C(C=C(C2)OC)C(=O)OCC)OC2CCCC2)C2=CC(=C(C=C2)C=O)OC